5-{4-[(6S)-2,3,6,9-tetramethyl-6H-thieno[3,2-f][1,2,4]triazolo[4,3-a][1,4]diazepin-4-yl]phenyl}pentanoic acid CC1=C(C=2C(=N[C@H](C=3N(C2S1)C(=NN3)C)C)C3=CC=C(C=C3)CCCCC(=O)O)C